dihydroxy-2H-chromene-3-carboxamide OC1(OC2=CC=CC=C2C=C1C(=O)N)O